3,5-Difluoro-4-((3-(3-hydroxypropyl)-7-methoxy-2-oxo-2,3-dihydro-1H-imidazo[4,5-c][1,8]naphthyridin-1-yl)methyl)benzenesulfonamide FC=1C=C(C=C(C1CN1C(N(C=2C=NC=3N=C(C=CC3C21)OC)CCCO)=O)F)S(=O)(=O)N